P(=S)([O-])([O-])[O-] Thiophosphat